(S)-4-(3-(6-(trifluoromethyl)pyridazin-3-yloxy)pyrrolidin-1-yl)biphenyl-3-carbaldehyde FC(C1=CC=C(N=N1)O[C@@H]1CN(CC1)C1=C(C=C(C=C1)C1=CC=CC=C1)C=O)(F)F